NC1=CC(=C(NC1=O)C(=O)N)C 5-amino-3-methyl-6-oxo-1H-pyridine-2-carboxamide